5-(hydroxymethyl)cyclopentane-1,2-diol OCC1CCC(C1O)O